(s)-5-(Azetidin-2-ylmethoxy)-N-(1-(7-(benzo[d]oxazol-2-yl)quinolin-5-yl)cyclopropyl)-2-methylbenzamide N1[C@@H](CC1)COC=1C=CC(=C(C(=O)NC2(CC2)C2=C3C=CC=NC3=CC(=C2)C=2OC3=C(N2)C=CC=C3)C1)C